isooctanoic acid sodium salt [Na+].C(CCCCC(C)C)(=O)[O-]